BrC1=CNC2=C1C(N(C=C2C(=O)OC)C2(CC2)C)=O methyl 3-bromo-5-(1-methylcyclopropyl)-4-oxo-1H,4H,5H-pyrrolo[3,2-c]pyridine-7-carboxylate